1-(4-amino-5-((2-cyclopropyl-4,6-difluorobenzo[d]thiazol-5-yl)ethynyl)-8-methyl-8,9-dihydropyrazino[1',2':1,5]pyrrolo[2,3-d]pyrimidin-7(6H)-yl)-2-methylpropan-2-en-1-one NC=1C2=C(N=CN1)N1C(=C2C#CC=2C(=CC3=C(N=C(S3)C3CC3)C2F)F)CN(C(C1)C)C(C(=C)C)=O